C(C)[C@H]1N(C[C@@H](N(C1)C=1C=2C(N(C(C1)=O)C)=CN(N2)CC#N)[C@@H](C)O)C(C)C=2C=C1N=CC=NC1=CC2 2-(7-((2R,5R)-5-ethyl-2-((R)-1-hydroxyethyl)-4-(1-(quinoxalin-6-yl)ethyl)piperazin-1-yl)-4-methyl-5-oxo-4,5-dihydro-2H-pyrazolo[4,3-b]pyridin-2-yl)acetonitrile